NC1=C(C=CC(=N1)N1[C@@H]2CN([C@H](C1)CC2)C(=O)OC(C)(C)C)[N+](=O)[O-] tert-butyl (1S,4S)-5-(6-amino-5-nitropyridin-2-yl)-2,5-diazabicyclo[2.2.2]octane-2-carboxylate